CC1NCCC2(C(N3C(O2)CC[C@H]3C3=CC=CC=C3)=O)C1 (5'S)-2-methyl-5'-phenyltetrahydro-3'H-spiro[piperidine-4,2'-pyrrolo[2,1-B]oxazol]-3'-one